C(C)N(CC)[Sn](C)(C)C (diethylamino)-trimethylstannane